6-[4-[(R)-(4-methoxyphenyl)-phenylmethyl]piperidine-1-carbonyl]-4H-1,4-benzoxazin-3-one COC1=CC=C(C=C1)[C@H](C1CCN(CC1)C(=O)C=1C=CC2=C(NC(CO2)=O)C1)C1=CC=CC=C1